O=C([C@H](O)[C@@H](O)[C@@H](O)[C@H](O)CO)OC methyl galactonate